3-(4-((4-(4-(6-amino-5-((R)-1-(5-fluoro-2-(2H-1,2,3-triazol-2-yl)phenyl)ethoxy)pyridin-3-yl)-1H-pyrazol-1-yl)piperidin-1-yl)methyl)piperidin-1-yl)-N-(2,6-dioxopiperidin-3-yl)benzamide NC1=C(C=C(C=N1)C=1C=NN(C1)C1CCN(CC1)CC1CCN(CC1)C=1C=C(C(=O)NC2C(NC(CC2)=O)=O)C=CC1)O[C@H](C)C1=C(C=CC(=C1)F)N1N=CC=N1